ClC1=C(C=C(C=C1)F)C1NC(C=2N1C(=CN2)NC(C2=CC(=CC(=C2)C(F)(F)F)F)=O)=O N-(5-(2-chloro-5-fluorophenyl)-7-oxo-6,7-dihydro-5H-imidazo[1,5-a]imidazol-3-yl)-3-fluoro-5-(trifluoromethyl)benzamide